N(C1=CC=CC=C1)C1=NC=CC(=N1)C1=CC(NC(=C1)N1C(CCCC1)C(F)(F)F)=O 4-(2-Anilinopyrimidin-4-yl)-6-[2-(trifluoromethyl)-1-piperidyl]-1H-pyridin-2-on